C(C)(C)(C)N(C(O)=O)CCC1=CC2=C(OCCN2C)C=C1F.NC(C(=O)N1CCN(CC1)C)C1=CC(=CC=C1)OC 2-amino-2-(3-methoxyphenyl)-1-(4-methylpiperazin-1-yl)ethanone tert-Butyl-(2-(7-fluoro-4-methyl-3,4-dihydro-2H-benzo[b][1,4]oxazin-6-yl)ethyl)carbamate